(E)-N-(4-(N-(3,5-dichlorobenzyl)-N-(4-fluorobenzyl)sulfamoyl)phenyl)-3-(pyridin-4-yl)acrylamide ClC=1C=C(CN(S(=O)(=O)C2=CC=C(C=C2)NC(\C=C\C2=CC=NC=C2)=O)CC2=CC=C(C=C2)F)C=C(C1)Cl